(1-(((2-fluorophenyl)methyl-d2)amino)-1-oxopropan-2-yl)carbamic acid tert-butyl ester C(C)(C)(C)OC(NC(C(=O)NC([2H])([2H])C1=C(C=CC=C1)F)C)=O